C(C)(C)C=1C2=C(N=CN1)NC=C2 4-isopropyl-7H-pyrrolo[2,3-d]pyrimidine